2-Phenyl-propionaldehyde dimethyl acetal COC(C(C)C1=CC=CC=C1)OC